N1(CCOCC1)CCCCN1N=CC=C(C1=O)C1=CC=CC=C1 2-(4-morpholinylbutyl)-4-phenylpyridazin-3(2H)-one